ClC1=C(C(=O)N2[C@@H](C3=C(CC2)N(N=N3)C3=NC=C(C=N3)F)C)C=CC=C1C(F)(F)F 2-[(4R)-5-[2-chloro-3-(trifluoromethyl)benzoyl]-4-methyl-1H,4H,5H,6H,7H-[1,2,3]triazolo[4,5-c]pyridin-1-yl]-5-fluoropyrimidine